(R)-4-(3-(3-bromo-2-methylphenoxy)propyl)-3,3-difluoropiperidine BrC=1C(=C(OCCC[C@H]2C(CNCC2)(F)F)C=CC1)C